C(=O)O.FC1(CN(CC1)C(=O)OC(C)(C)C)COC=1C2=C(N(N1)C=1C=NC(=C(C1)C)OC)CCOCC2 tert-Butyl 3-fluoro-3-(((1-(6-methoxy-5-methylpyridin-3-yl)-4,5,7,8-tetrahydro-1H-oxepino[4,5-c]pyrazol-3-yl)oxy)methyl)pyrrolidine-1-carboxylate, Formate salt